3,3',2',3'''-Tetramethyl-p-quaterphenyl CC=1C=C(C=CC1)C1=C(C(=C(C=C1)C1=CC=C(C=C1)C1=CC(=CC=C1)C)C)C